FC(C(C(CC#N)=O)(C)C)(C)F 5,5-Difluoro-4,4-dimethyl-3-oxohexanenitrile